[Cl-].C[P+](C1=CC=CC=C1)(C1=CC=CC=C1)C1=CC=CC=C1 Methyltriphenyl-phosphonium chloride